(2R,4aS,9S,6aS,12bR,14aS,14bR)-N-propyl-9-methoxy-2,4a,6a,9,12b,14a-hexamethyl-10,11-dioxo-1,2,3,4,4a,5,6,6a,9,10,11,12b,13,14,14a,14b-hexadecahydropicene-2-carboxamide C(CC)NC(=O)[C@]1(C[C@H]2[C@@]3(CC[C@]4(C5=CC(C([C@@](C5=CC=C4[C@]3(CC[C@]2(CC1)C)C)(C)OC)=O)=O)C)C)C